ClC=1C=C(C=CC1)NC(=O)NC1=C(C=CC=C1)O 1-(3-chlorophenyl)-3-(2-hydroxyphenyl)urea